C12N(CCCC2C1)C(=O)OC(C)(C)C tert-butyl 2-azabicyclo[4.1.0]heptane-2-carboxylate